(S)-N-(4-(1-isopropyl-4-(trifluoromethyl)-1H-imidazol-2-yl)benzylidene)-2-methylpropane-2-sulfonamide C(C)(C)N1C(=NC(=C1)C(F)(F)F)C1=CC=C(C=NS(=O)(=O)C(C)(C)C)C=C1